(4-chloro-3-(trifluoromethyl)phenyl)-2-(4-((6,7-dimethoxyquinazolin-4-yl)oxy)phenyl)-2-oxoacetamide ClC1=C(C=C(C=C1)NC(C(=O)C1=CC=C(C=C1)OC1=NC=NC2=CC(=C(C=C12)OC)OC)=O)C(F)(F)F